CN1CCC(CC1)C(=O)N(CC12COC(CC1)(CC2)C=2C=C1C=NN(C1=CC2)C)C=2C=C(C=CC2)/C=C/C(=O)OC (E)-Methyl 3-(3-(1-methyl-N-((1-(1-methyl-1H-indazol-5-yl)-2-oxabicyclo[2.2.2]octan-4-yl)methyl)piperidine-4-carboxamido)phenyl)acrylate